FC1=CC=C(C=C1)C1(N=C(N=C1NC1=CC=CC=C1)C1=CC=CC=C1)O 4-(4-fluorophenyl)-2-phenyl-5-(phenylamino)-4H-imidazol-4-ol